FC=1C=C(C=CC1)[C@@H]([C@@H]1N([C@@H](CC1)CC1CCOCC1)C(=O)OC(C)(C)C)O tert-butyl (2R,5S)-2-((S)-(3-fluoro-phenyl)(hydroxy)methyl)-5-((tetrahydro-2H-pyran-4-yl)methyl)pyrrolidine-1-carboxylate